FC(C=1C(=C(C=CC1)[C@@H](C)NC1=C2C(=NC=N1)N1C(C(=C2)C2(CC2)C#N)=NC(=N1)C)F)F (R)-1-(6-((1-(3-(difluoromethyl)-2-fluorophenyl)ethyl)amino)-2-methyl-[1,2,4]triazolo[1',5':1,6]pyrido[2,3-d]pyrimidin-4-yl)cyclopropane-1-carbonitrile